FC1=C(C=CC(=C1)CCO)O 2-fluoro-4-(2-hydroxyethyl)phenol